dimethyl-α-methylstyrene CC(=C(C1=CC=CC=C1)C)C